C(CCC)C1(NS(C2=C(N(C1)C1=CC=CC=C1)C=C(C(=C2)OCCC(=O)O)SC)(=O)=O)CCCC 3-((3,3-dibutyl-7-(methylthio)-1,1-dioxido-5-phenyl-2,3,4,5-tetrahydrobenzo-1,2,5-thiadiazepin-8-yl)oxy)propanoic acid